tert-butyl 4-(2-((5-bromo-1,3-dimethyl-2-oxo-1,2-dihydroquinolin-7-yl)oxy)ethyl)piperazine-1-carboxylate BrC1=C2C=C(C(N(C2=CC(=C1)OCCN1CCN(CC1)C(=O)OC(C)(C)C)C)=O)C